6-(Benzyloxy)-4-(methoxymethyl)-N,N-dimethyl-9H-pyrido[3,4-b]indole-3-carboxamide C(C1=CC=CC=C1)OC=1C=C2C3=C(NC2=CC1)C=NC(=C3COC)C(=O)N(C)C